methyl 2-(5-fluoro-2-nitrobenzenesulfonamido)acetate FC=1C=CC(=C(C1)S(=O)(=O)NCC(=O)OC)[N+](=O)[O-]